C(CCCCCCCCC)OC1=CC=C(C=C1)S(=O)(=O)C1=NC2=CC=C(C=C2C=C1)S(=O)C (4-(decyloxy)phenyl)sulfonyl-6-(methylsulfinyl)quinoline